1-ethylimidazolidine-2,4,5-trione C(C)N1C(NC(C1=O)=O)=O